FC1=C(C=CC(=C1F)F)S(=O)(=O)N 2,3,4-Trifluorobenzene-1-sulfonamide